FC=1SC(=C(C1F)F)F 2,3,4,5-Tetrafluorothiophene